1-phenyl-3-(4-methoxy-phenyl)-2-propen-1-one C1(=CC=CC=C1)C(C=CC1=CC=C(C=C1)OC)=O